FC1=C(N=C2[C@@H]3C([C@H](CC2=C1C1=CC(=CC2=CC=CC=C12)O)C3)(C)C)N3CC1(CN(C1)C(C=C)=O)CC3 (M)-1-(6-((1S,9S)-5-fluoro-6-(3-hydroxy-1-naphthalenyl)-10,10-dimethyl-3-azatricyclo[7.1.1.02,7]undeca-2,4,6-trien-4-yl)-2,6-diazaspiro[3.4]octan-2-yl)-2-propen-1-one